FC(C1=C(C#N)C=C(C=C1)CC1CC2(CN(C2)C(=O)N2CC3(C2)CC(C3)C=3C=NC(=CC3)C(F)(F)F)C1)(F)F 2-(trifluoromethyl)-5-[[2-[6-[6-(trifluoromethyl)-3-pyridinyl]-2-azaspiro[3.3]heptane-2-carbonyl]-2-azaspiro[3.3]heptane-6-yl]methyl]benzonitrile